4-((2-chloro-4'-(piperidin-1-yl)-[1,1'-biphenyl]-4-yl)oxy)-1H-1,2,3-triazole-5-carboxylic acid ClC1=C(C=CC(=C1)OC=1N=NNC1C(=O)O)C1=CC=C(C=C1)N1CCCCC1